N1C=CC2=CC(=CC=C12)C#CC1(CCCCC1)O ((1H-indol-5-yl)ethynyl)cyclohexan-1-ol